C1CC12NC1(CC1)CC(C2)N2CCC1=C2N=NC(=C1)C1=CC2=C(N=C(S2)C)C=C1O 6-[7-(4-azadispiro[2.1.25.33]decan-9-yl)-6,7-dihydro-5H-pyrrolo[2,3-c]pyridazin-3-yl]-2-methyl-1,3-benzothiazol-5-ol